C(C)(C)NC(OC1CC(CC1)C=1C=C2C(=NC1)N(C(=C2)CO)COCC[Si](C)(C)C)=O [3-[2-(hydroxymethyl)-1-(2-trimethylsilylethoxymethyl) pyrrolo[2,3-b]pyridin-5-yl] cyclopentyl] N-isopropylcarbamate